(S)-3'-(3-(difluoromethoxy)-5-(trifluoromethyl)pyridin-2-yl)-5-fluoro-3,4-dihydro-2H-spiro[naphthalene-1,4'-oxazolidine] FC(OC=1C(=NC=C(C1)C(F)(F)F)N1COC[C@@]12CCCC1=C(C=CC=C12)F)F